ClC1=CC=C(C2=C1C=CO2)[C@@H]2COC1=C(O2)C=CC=C1C1CCN(CC1)CC1=NC2=C(N1C[C@H]1OCC1)C=C(C=C2OC)C(=O)O 2-({4-[(2R)-2-(4-chloro-1-benzofuran-7-yl)-2,3-dihydro-1,4-benzodioxin-5-yl]piperidin-1-yl}methyl)-4-methoxy-1-{[(2S)-oxetan-2-yl]methyl}-1H-1,3-benzodiazole-6-carboxylic acid